N-[(8-hydroxy-5-nitroquinolin-7-yl)(pyridin-3-yl)methyl]pentanamide OC=1C(=CC(=C2C=CC=NC12)[N+](=O)[O-])C(NC(CCCC)=O)C=1C=NC=CC1